1-(tert-Butoxycarbonyl)-2-methylpiperidine-2-carboxylic acid C(C)(C)(C)OC(=O)N1C(CCCC1)(C(=O)O)C